hydroxyiminophenylacetamide ON=C(C(=O)N)C1=CC=CC=C1